C1(CC1)S(=O)(=O)N1N=CC(=C1)C1=CC(=NC(=C1)C(C)C)N1N=CC=2C(=NC(=CC21)C=2C=NC=CC2OC)C 1-(4-(1-(Cyclopropylsulfonyl)-1H-pyrazol-4-yl)-6-isopropylpyridin-2-yl)-6-(4-methoxypyridin-3-yl)-4-methyl-1H-pyrazolo[4,3-c]pyridine